tert-butyl N-[2-[3-[1-(2,2,2-trifluoroacetyl)pyrrolidin-2-yl]phenoxy]ethyl]carbamate FC(C(=O)N1C(CCC1)C=1C=C(OCCNC(OC(C)(C)C)=O)C=CC1)(F)F